3-[(2S)-2-Benzenesulfonamido-2-(1H-imidazol-2-yl)ethyl]-N'-hydroxybenzene-1-carboximidamide C1(=CC=CC=C1)S(=O)(=O)N[C@@H](CC=1C=C(C=CC1)C(N)=NO)C=1NC=CN1